N(=[N+]=[N-])CCCC(=O)NCCCC[C@@H](C(=O)O)NC(=O)N[C@@H](CCC(=O)O)C(=O)O (((S)-5-(4-azidobutanamido)-1-carboxypentyl)carbamoyl)-L-glutamic acid